CC([C@@H](C(=O)N1[C@@H](C[C@H](C1)O)C(=O)NC)N1N=NC(=C1)CCN1N=CN=C1)(C)C (2S,4R)-1-[(2S)-3,3-dimethyl-2-[4-[2-(1,2,4-triazol-1-yl)ethyl]triazol-1-yl]butanoyl]-4-hydroxy-N-methyl-pyrrolidine-2-carboxamide